4-(2-Hydroxyethanesulfonylamino)-2-(6-azaspiro[2.5]octane-6-yl)-N-(benzo[4,5]imidazo[1,2-a]piperidin-6-yl)benzamide OCCS(=O)(=O)NC1=CC(=C(C(=O)NC2=CC=CC3=C2N=C2N3CCCC2)C=C1)N1CCC2(CC2)CC1